ethyl 3-[5-chloranyl-2-[2-[6-[di(methyl)amino]-2-methyl-4-oxidanylidene-5,6,7,8-tetrahydroquinazolin-3-yl]ethoxy]phenyl]benzoate ClC=1C=CC(=C(C1)C=1C=C(C(=O)OCC)C=CC1)OCCN1C(=NC=2CCC(CC2C1=O)N(C)C)C